FC(C=1N=CC2=C(N1)N=CC(=C2)OC)F 2-(difluoromethyl)-6-methoxypyrido[2,3-d]pyrimidin